[Si](C)(C)(C(C)(C)C)OC1NC(C2=C(C=CC=C12)Cl)(O)C(C)C 1-tert-Butyldimethylsilanyloxy-3-isopropyl-3-hydroxy-4-chloro-2,3-dihydro-isoindole